N-(3-bromo-4-(2,4-difluorophenoxy)phenyl)ethanesulfonamide BrC=1C=C(C=CC1OC1=C(C=C(C=C1)F)F)NS(=O)(=O)CC